CC=C1CC2CC1C=C2 ethylidene-norbornene